ClC1=C(C(=CS1)C(=O)Cl)OC 5-chloro-4-methoxythiophene-3-carbonyl chloride